C1(CCCC1)NC(C1=NC(=CC=C1)N1C=NN=C1)=O N-cyclopentyl-6-(4H-1,2,4-triazol-4-yl)picolinamide